COCCN1C(N(C2=CC=C(C=C2C1=O)[N+](=O)[O-])CCN1CCOCC1)=O 3-(2-methoxyethyl)-1-(2-morpholinoethyl)-6-nitroquinazoline-2,4(1H,3H)-dione